(4R,5R,6R)-1,4,5-trimethyl-6-vinyloxy-cyclohexene CC1=CC[C@H]([C@H]([C@H]1OC=C)C)C